FC1=C(OC2=C(C=C(C=C2)NC(CC2=CC=CC=C2)=O)S(N)(=O)=O)C=C(C=C1)C N-[4-(2-fluoro-5-methylphenoxy)-3-sulfamoylphenyl]-2-phenylacetamide